7-Bromo-2,3-dihydrobenzofuran BrC1=CC=CC=2CCOC21